The molecule is a glycosylgalactose consisting of an alpha-L-fucopyranose residue and a D-galactopyranose residue joined in sequence by a (1->6) glycosidic bond. It derives from an alpha-L-fucose and a D-galactopyranose. C[C@H]1[C@H]([C@H]([C@@H]([C@@H](O1)OC[C@@H]2[C@@H]([C@@H]([C@H](C(O2)O)O)O)O)O)O)O